C1NC[C@@H]2CCCC[C@H]12 |o1:3,8| REL-(3AR,7AS)-octahydro-1H-isoindole